2'-acetyl-3-chloro-3'-fluoro-4-((1S,2S)-2-(5-fluoropyridin-3-yl)cyclopropyl)-5',6-dimethyl-2H-[1,4'-bipyridin]-2-one C(C)(=O)C1=NC=C(C(=C1F)N1C(C(=C(C=C1C)[C@@H]1[C@H](C1)C=1C=NC=C(C1)F)Cl)=O)C